(N-methyl)morpholine CN1CCOCC1